4-(4-fluorophenyl)-2-(methylamino)thiazole-5-carbonitrile FC1=CC=C(C=C1)C=1N=C(SC1C#N)NC